3-cyclopropyl-5-trifluoromethylphenol C1(CC1)C=1C=C(C=C(C1)C(F)(F)F)O